(S)-(2-oxo oxazolidin-4-yl) methyl-4-methylbenzenesulfonate CC1=C(C=CC(=C1)C)S(=O)(=O)O[C@@H]1NC(OC1)=O